FC=1C(=NC=C(C1)C(C(C(F)(F)F)(F)F)(F)F)C=1C(=C(C(=O)N)C=C(C1)[N+](=O)[O-])SC1=NN=NN1CCCN1C(CCC1)=O [3-fluoro-5-(1,1,2,2,3,3,3-heptafluoropropyl)-2-pyridyl]-5-nitro-2-[1-[3-(2-oxopyrrolidin-1-yl)propyl]tetrazol-5-yl]sulfanyl-benzamide